C(C)(C)(C)OC(=O)N1C(=NC2=C1C=C(C=C2CC2CC2)F)CN2C(C(=CC=C2)NC([C@H](CC\C=C\C(=O)N(C)C)NC(=O)OC)=O)=O tert-Butyl-4-(cyclopropylmethyl)-2-[[3-[[(E,2S)-7-(dimethylamino)-2-(methoxycarbonylamino)-7-oxo-hept-5-enoyl]amino]-2-oxo-1-pyridyl]methyl]-6-fluoro-benzimidazol-1-carboxylat